CN1N=C2[C@@H](N(CCC2=C1C=1C=NN(C1C(F)(F)F)C)C(=O)C1=C(C(=NC=C1)OC)C)C (S)-(2,7-dimethyl-3-(1-methyl-5-(trifluoromethyl)-1H-pyrazol-4-yl)-2,4,5,7-tetrahydro-6H-pyrazolo[3,4-c]pyridin-6-yl)(2-methoxy-3-methylpyridin-4-yl)methanone